N1=C(C=CC=C1)C(C)(C)N 2-(2-pyridyl)propan-2-amine